C(CCCC)(=O)OCC(COC(CCCC)=O)(COC(CCCC)=O)COC(CCCC)=O pentaerythritol tetravalerate